(S)-6-chloro-2-(3-(1,2-dimethoxyethyl)-1H-1,2,4-triazol-5-yl)-3-(1H-imidazol-1-yl)-5-methoxy-1-methyl-1H-pyrrolo[3,2-b]pyridine ClC=1C=C2C(=NC1OC)C(=C(N2C)C2=NC(=NN2)[C@@H](COC)OC)N2C=NC=C2